CN(CCOC=1C(N(C(C1)=O)C1C(NC(CC1)=O)=O)=O)C 3-(3-(2-(dimethylamino)ethoxy)-2,5-dioxo-2,5-dihydro-1H-pyrrol-1-yl)piperidine-2,6-dione